2-(4-Methoxybenzyl)-2H-indazole-6-carboxylic acid hydroxyamide ONC(=O)C=1C=CC2=CN(N=C2C1)CC1=CC=C(C=C1)OC